cis-1-tert-butyl 3-methyl 5-hydroxypiperidine-1,3-dicarboxylate O[C@@H]1C[C@@H](CN(C1)C(=O)OC(C)(C)C)C(=O)OC